(R)-2-(benzofuran-3-yl)-1-aminoethylboronic acid O1C=C(C2=C1C=CC=C2)C[C@H](N)B(O)O